N(=[N+]=[N-])CCO[C@H]1[C@H]([C@@H](OC(C2=CC=C(C=C2)[N+](=O)[O-])=O)O[C@@H]1COCC1=CC=CC=C1)OC(C1=CC=C(C=C1)[N+](=O)[O-])=O 3-O-(2-Azidoethyl)-5-O-benzyl-1,2-di-O-(4-nitrobenzoyl)-α-D-ribofuranose